2,3-dichloro-4-fluoroaniline ClC1=C(N)C=CC(=C1Cl)F